N(=[N+]=[N-])CCOCC(=O)N1CCN(CC1)C1=NC=C(C=N1)C=1N=C2C(=C(C(=NC2=CC1F)C)Cl)N[C@H](C)C=1C=C(C#N)C=CC1F 3-[(1R)-1-[[6-[2-[4-[2-(2-azidoethoxy)acetyl]piperazin-1-yl]pyrimidin-5-yl]-3-chloro-7-fluoro-2-methyl-1,5-naphthyridin-4-yl]amino]ethyl]-4-fluoro-benzonitrile